CN1CNC=C1 3-methyl-1,3-dihydro-2H-imidazole